2,2,6,6-tetramethylheptane CC(C)(CCCC(C)(C)C)C